N-(4,6-diamino-2-(7-fluoro-1-(2-fluorobenzyl)-1H-indazol-3-yl)pyrimidin-5-yl)tetrahydro-2H-pyran-4-carboxamide NC1=NC(=NC(=C1NC(=O)C1CCOCC1)N)C1=NN(C2=C(C=CC=C12)F)CC1=C(C=CC=C1)F